(7-((tert-butyldiphenylsilyl)oxy)hept-1-en-4-yl)carbamic acid tert-butyl ester C(C)(C)(C)OC(NC(CC=C)CCCO[Si](C1=CC=CC=C1)(C1=CC=CC=C1)C(C)(C)C)=O